N-[(2-{3-[(4-chlorophenyl)amino]prop-1-yn-1-yl}-1-ethyl-1H-indol-5-yl)methyl]-1-methanesulfonylpiperidin-4-amine ClC1=CC=C(C=C1)NCC#CC=1N(C2=CC=C(C=C2C1)CNC1CCN(CC1)S(=O)(=O)C)CC